1-[3-[6-cyclopropyl-4-(2-fluoro-4-iodo-anilino)-1,3-dimethyl-2,5-dioxo-pyrido[2,3-d]pyridazin-8-yl]phenyl]-3-methyl-guanidine C1(CC1)N1N=C(C2=C(C1=O)C(=C(C(N2C)=O)C)NC2=C(C=C(C=C2)I)F)C=2C=C(C=CC2)NC(=N)NC